7-Bromo-4-(4-(trifluoromethyl)phenyl)isoquinolin-1(2H)-one BrC1=CC=C2C(=CNC(C2=C1)=O)C1=CC=C(C=C1)C(F)(F)F